C(C1=CC=CC=C1)S(=O)CCNC(=O)[C@H]1N(C[C@@H](C1)O)C([C@H](C(C)(C)C)N1N=NC(=C1)C1CC1)=O (2S,4R)-N-(2-benzylsulfinylethyl)-1-[(2S)-2-(4-cyclopropyltriazol-1-yl)-3,3-dimethyl-butanoyl]-4-hydroxy-pyrrolidine-2-carboxamide